C(N)(OC1=C(C(=CC(=C1)C(C)(C)C)C(C)(C)C)OC(N)=O)=O 3,5-di-tert-butyl-1,2-phenylene dicarbamate